C(C)(=O)N1C2(CNC2=O)CCC1C(=O)O 5-acetyl-1-oxo-2,5-diazaspiro[3.4]octane-6-carboxylic Acid